C(C)(C)(C)OC(=O)N1C[C@@H]2N(CC1)C(CC2)=O |r| racemic-6-oxo-hexahydropyrrolo[1,2-a]pyrazine-2(1H)-carboxylic acid tert-butyl ester